C(#N)N1C[C@@H](CC1)NC(=O)C=1N(C2=CC=C(C=C2C1)C=1C=NN(C1)C)C (R)-N-(1-cyanopyrrolidin-3-yl)-1-methyl-5-(1-methyl-1H-pyrazol-4-yl)-1H-indole-2-carboxamide